Racemic-2-(tert-butylamino)-1-(1H-pyrazolo[4,3-c]pyridin-4-yl)ethan-1-ol C(C)(C)(C)NC[C@@H](O)C1=NC=CC2=C1C=NN2 |r|